C(C1=CC=CC=C1)N1C2(COC2)CNCC1 5-benzyl-2-oxa-5,8-diazaspiro[3.5]nonane